Trithiophosphate P(=S)([S-])([S-])[O-]